Cl.BrC=1C(=C(C=CC1)CN)OC (3-bromo-2-methoxyphenyl)methanamine hydrochloride